(2,6-dimethyl-4-(7-((4-(trifluoromethyl)cyclohexyl)oxy)-1,3,4,5-tetrahydro-2H-benzo[c]azepin-2-yl)phenyl)-3,3-dimethylbutanamide CC1=C(C(=CC(=C1)N1CC2=C(CCC1)C=C(C=C2)OC2CCC(CC2)C(F)(F)F)C)C(C(=O)N)C(C)(C)C